C(C)(C)(C)OC(=O)N1CC2=NC(=C(C(=C2C1)C)Cl)OC(F)F 3-chloro-2-(difluoromethoxy)-4-methyl-5,7-dihydro-6H-pyrrolo[3,4-b]Pyridine-6-carboxylic acid tert-butyl ester